COC1=NC2=CC=CC=C2C=C1CC1=CC=C(C=C1)C1C(COC1)O 4-(4-((2-methoxyquinolin-3-yl)methyl)phenyl)tetrahydrofuran-3-ol